FC1=C(C=C(C=C1)NC(=O)[C@@H]1[C@@H]([C@@H]\2CC[C@H]1/C2=C/C(F)(F)F)NC(=O)C2CC(CC2)C=2C=C(C(=O)O)C=CC2)C(F)(F)F 3-(3-{[(1R,2R,3S,4R,7Z)-3-{[4-fluoro-3-(trifluoromethyl)phenyl]carbamoyl}-7-(2,2,2-trifluoroethylidene)bicyclo[2.2.1]heptan-2-yl]carbamoyl}cyclopentyl)benzoic acid